ClC=1C=C(OC1)C=O 4-CHLORO-2-FURANCARBOXALDEHYDE